C1(CC1)CN(CCO)C 2-(cyclopropylmethyl-(methyl)amino)ethan-1-ol